3-Amino-5-chloro-7-cyclopropyl-4-(7-fluoro-1H-indazol-4-yl)-8-methyl-1H-1,6-naphthyridin-2-one NC=1C(NC2=C(C(=NC(=C2C1C1=C2C=NNC2=C(C=C1)F)Cl)C1CC1)C)=O